NC1=C(C=CC(=C1)NCC1=CC=C(C=C1)OC(F)(F)F)NC(CC(C)(C)C)=O N-(2-Amino-4-((4-(trifluoromethoxy)benzyl)amino)phenyl)-3,3-dimethylbutanamid